C(C)(C)(C)N=[Mo]=NC(C)(C)C bis(tert-butylimino)-molybdenum